COC(=O)C=1C=CC2=C(N(C(=N2)CN2CCN(CC2)C(=O)C2=NC=NC(=C2)N(C)C)C[C@H]2OCC2)C1.COC1=NC=C(C(=N1)OC)C(=O)[O-].[Li+] lithium 2,4-dimethoxy-5-pyrimidinecarboxylate Methyl-(S)-2-((4-(6-(dimethylamino)pyrimidine-4-carbonyl)piperazin-1-yl)methyl)-1-(oxetan-2-ylmethyl)-1H-benzo[d]imidazole-6-carboxylate